C(C)(=O)N1CC(C1)CN1C(=NC2=C(C=C(C=C2C1=O)C)Br)SCCC 3-((1-acetylazetidin-3-yl)methyl)-8-bromo-6-methyl-2-(propylthio)quinazolin-4(3H)-one